6-bromo-7-fluorobenzo[b]thiophene BrC=1C=CC2=C(SC=C2)C1F